OC=1C=CC2=C(COC3=CC=CC=C23)C1 8-hydroxy-6H-benzo[c]chromene